(Z)-2-cyano-3-hydroxy-N-(5-(2-methoxyethoxy)-4-phenethylpyrimidin-2-yl)-3-(5-methylisoxazol-4-yl)acrylamide C(#N)/C(/C(=O)NC1=NC=C(C(=N1)CCC1=CC=CC=C1)OCCOC)=C(\C=1C=NOC1C)/O